N[C@@H](CO)[C@@H](CCCC(=O)C1=CN=C2C(=N1)N(C(=C2)C(C)(C)C)C)CC(F)(F)F (5S)-5-[(1R)-1-amino-2-hydroxy-ethyl]-1-(6-tert-butyl-5-methyl-pyrrolo[2,3-b]pyrazin-3-yl)-7,7,7-trifluoro-heptan-1-one